BrC(OC1=NN(C(=C1)C1=CC=C(C=C1)C)C)(F)F 3-[bromo(difluoro)methoxy]-1-methyl-5-(p-tolyl)pyrazole